tert-butyl (2S,4S)-4-[[(3S)-5,6-dichloro-2-oxo-1H-spiro[indole-3,3-pyrrolidin]-1-yl]carbonyl]-2-(methoxymethyl)pyrrolidine-1-carboxylate ClC=1C=C2C(=CC1Cl)N(C([C@]21CNCC1)=O)C(=O)[C@H]1C[C@H](N(C1)C(=O)OC(C)(C)C)COC